5',9'-dibromospiro(fluorene-9,7'-fluoreno[4,3-b]benzofuran) BrC1=CC=2C3(C=4C=C(C=CC4C2C=2OC4=C(C21)C=CC=C4)Br)C4=CC=CC=C4C=4C=CC=CC43